(3S,5R)-3-amino-5-methylheptanoic acid N[C@H](CC(=O)O)C[C@@H](CC)C